3-amino-1-(2-ethoxy-2-oxoethyl)-1H-pyrazole-5-carboxylic acid methyl ester COC(=O)C1=CC(=NN1CC(=O)OCC)N